amino-propylamine NNCCC